diethyl 1-[2-(4-chloro-3-fluorophenyl)-2-oxoethyl]-4-(propan-2-yl)-1H-pyrazole-3,5-dicarboxylate ClC1=C(C=C(C=C1)C(CN1N=C(C(=C1C(=O)OCC)C(C)C)C(=O)OCC)=O)F